CC1=CC=2N(C=C1)C(=CN2)C2=NC=C(C1=C2CNC1=O)NC1=NC=C(C=C1)N1CCOCC1 4-(7-methylimidazo[1,2-a]pyridin-3-yl)-7-[(5-morpholino-2-pyridyl)amino]-2,3-dihydro-pyrrolo[3,4-c]pyridin-1-one